4-[(p-{(1R)-Dispiro[cyclohexane-1,3'-[1,2,4]trioxolane-5',2''-tricyclo[3.3.1.13,7]decan]-3-yl}phenoxy)methyl]-4-piperidinol C12C3(C4CC(CC(C1)C4)C2)O[C@]2(OO3)CC(CCC2)C2=CC=C(OCC3(CCNCC3)O)C=C2